C(C)(=O)OC([C@H](CC1=NN(C=C1)C(=O)OC(C)(C)C)NC(=O)OC(C)(C)C)C(=O)NCC1=CC=CC=C1 tert-butyl 3-((2S)-3-acetoxy-4-(benzylamino)-2-((tert-butoxycarbonyl) amino)-4-oxobutyl)-1H-pyrazole-1-carboxylate